1-(3-bromo-5-chlorophenyl)-3-[5-chloro-2-(2-hydroxyethyl)phenyl]urea BrC=1C=C(C=C(C1)Cl)NC(=O)NC1=C(C=CC(=C1)Cl)CCO